3-(6-Fluoro-5-(4-((1-(4-(7-hydroxy-3-(4-methoxyphenyl)chroman-4-yl)phenyl)piperidin-4-yl)methyl)piperazin-1-yl)-1-oxoisoindolin-2-yl)piperidin-2,6-dion FC1=C(C=C2CN(C(C2=C1)=O)C1C(NC(CC1)=O)=O)N1CCN(CC1)CC1CCN(CC1)C1=CC=C(C=C1)C1C(COC2=CC(=CC=C12)O)C1=CC=C(C=C1)OC